CN1[C@H]2CCN([C@H]2C1)C(=O)OC(C)(C)C tert-Butyl (1S,5S)-6-methyl-2,6-diazabicyclo[3.2.0]heptane-2-carboxylate